1-(2-(aminomethyl)-3-fluoro-4-methoxyphenyl)-1H-1,2,3-triazole-4-carboxylic acid ethyl ester hydrochloride Cl.C(C)OC(=O)C=1N=NN(C1)C1=C(C(=C(C=C1)OC)F)CN